N,N-dimethylprop-2-en-1-amine CN(CC=C)C